S(=O)(=O)(O)CC.NC1=C2C(=NC=N1)N(N=C2C=2C=NC=C(C2)O)[C@@H](C)C=2OC(C1=CC=CC=C1C2C2=CC(=CC=C2)CN(C)C)=O (S)-3-(1-(4-Amino-3-(5-hydroxypyridin-3-yl)-1H-pyrazolo[3,4-d]pyrimidin-1-yl)ethyl)-4-(3-((dimethylamino)methyl)phenyl)-1H-isochromen-1-on Esylate